C(C)OC(=O)C1=C(NC(=C1)C1=NC=CC=C1C)Cl.C(C)S(=O)(=O)C1=CC=C(C=C1)CC(=O)NC=1C=NC(=CC1)C(C(C)(C1=NC=C(C=N1)C)C)=O 2-(4-(ethylsulfonyl)phenyl)-N-(6-(2-methyl-2-(5-methylpyrimidin-2-yl)propionyl)pyridin-3-yl)acetamide ethyl-2-chloro-5-(3-methylpyridin-2-yl)-1H-pyrrole-3-carboxylate